1,1,3,3,3-pentamethoxydisiloxane CO[SiH](O[Si](OC)(OC)OC)OC